CC(=O)C(C)(C)C tert-butyl methyl ketone